N1C(CCC2=CC=CC=C12)C1=CN=CO1 5-(1,2,3,4-tetrahydroquinoline-2-yl)oxazole